COC=1C(=CC(=C(C1)N1CCC(CC1)CN1CC2C(C1)CN(C2)C(=O)OC(C)(C)C)C=2C=NN(C2)C)[N+](=O)[O-] tert-butyl 5-((1-(5-methoxy-2-(1-methyl-1H-pyrazol-4-yl)-4-nitrophenyl)piperidin-4-yl) methyl)hexahydropyrrolo[3,4-c]pyrrole-2(1H)-carboxylate